(2S,4R)-2-formylamino-4-((4-nitrophenyl)sulfonylamino)pyrrolidine-1-carboxylic acid tert-butyl ester C(C)(C)(C)OC(=O)N1[C@@H](C[C@H](C1)NS(=O)(=O)C1=CC=C(C=C1)[N+](=O)[O-])NC=O